ClC=1C=C(C=C(C1)Cl)[C@@H](CN(C)C)N1C(C=C(C=C1)C1=CNC2=NC=C(C=C21)N2CCOCC2)=O (S)-1-(1-(3,5-dichlorophenyl)-2-(dimethylamino)ethyl)-4-(5-morpholino-1H-pyrrolo[2,3-b]pyridin-3-yl)pyridin-2(1H)-one